2-nitro-4-propylsulfanyl-aniline [N+](=O)([O-])C1=C(N)C=CC(=C1)SCCC